3-methyl-4-(6-methylpyridin-3-yl)phenol CC=1C=C(C=CC1C=1C=NC(=CC1)C)O